FC(CN1N=CC=2C1=NC(=CN2)N2CCC1(CC(N(C1)CC1=NOC(=C1)C)=O)CC2)F 8-[1-(2,2-difluoroethyl)-1H-pyrazolo[3,4-b]pyrazin-6-yl]-2-[(5-methyl-1,2-oxazol-3-yl)methyl]-2,8-diazaspiro[4.5]decan-3-one